4,6-dichloro-N,N-bis(trimethylsilyl)benzo[d]thiazol-2-amine ClC1=CC(=CC2=C1N=C(S2)N([Si](C)(C)C)[Si](C)(C)C)Cl